deoxycytidine monophosphate disodium salt [Na+].[Na+].P(=O)([O-])([O-])OC[C@@H]1[C@H](C[C@@H](O1)N1C(=O)N=C(N)C=C1)O